N1CCC2=CC=C(C=C12)C(=O)OC methyl 2,3-dihydro-1H-indole-6-carboxylate